iodine (glucose) O=C[C@H](O)[C@@H](O)[C@H](O)[C@H](O)CO.[I]